FC1=NC=CN=C1 2-fluoropyrazine